1-methyl-3-(piperidin-3-yl)azetidin-3-ol CN1CC(C1)(O)C1CNCCC1